C(C)OC1(COC1)C1=CC(=C(C=C1C)N=CN(C)CC)C N'-(4-(3-ethoxyoxetan-3-yl)-2,5-dimethylphenyl)-N-ethyl-N-methylformimidamide